FC1=C(C=CC(=C1)F)C1=C(C=C2C(NC(N3C2=C1SC[C@H](C3)OC)=O)=O)C(F)(F)F (S)-11-(2,4-difluorophenyl)-3-methoxy-10-(trifluoromethyl)-3,4-dihydro-2H,6H-[1,4]thiazepino[2,3,4-ij]quinazoline-6,8(7H)-dione